P(O)(=O)(OP(=O)(O)OP(=O)(O)O)OC[C@@H]1[C@H]([C@H]([C@@H](O1)C1=CN(C(=O)NC1=O)C)OC)O N1-methyl-2'-O-methylpseudouridine-5'-triphosphate